1-(2-(methylsulfonyl)ethyl)-4-(4-nitrophenyl)piperazine CS(=O)(=O)CCN1CCN(CC1)C1=CC=C(C=C1)[N+](=O)[O-]